11-phosphinoundecanoate PCCCCCCCCCCC(=O)[O-]